FC1=CC=2N(C=C1NC(=O)N1CCC=3C1=NC=CC3N3C[C@@H](N(CC3)C(=O)OC(C)(C)C)COC)C=C(N2)C tert-butyl (R)-4-(1-((7-fluoro-2-methylimidazo[1,2-a]pyridin-6-yl)carbamoyl)-2,3-dihydro-1H-pyrrolo[2,3-b]pyridin-4-yl)-2-(methoxymethyl)piperazine-1-carboxylate